3-Methyl-2-cyclopentenone Propionate Methyl-ethyl-acetate COC(CCC)=O.C(CC)(=O)O.CC1=CC(CC1)=O